Benzyl N-(2-chloro-4-ethyl-phenyl)carbamate ClC1=C(C=CC(=C1)CC)NC(OCC1=CC=CC=C1)=O